2-(1H-imidazol-1-yl)-6-methyl-N-(pyridin-3-yl)pyrimidine-4-carboxamide N1(C=NC=C1)C1=NC(=CC(=N1)C(=O)NC=1C=NC=CC1)C